ClC=1C=CC2=C(C[C@@H](CC=3N2C(=NN3)[C@@H]3CC[C@H](CC3)OC3=NC=CC=C3)NC(C(C)(C)O)=O)C1 N-{(5S)-8-Chloro-1-[trans-4-(pyridin-2-yloxy)cyclohexyl]-5,6-dihydro-4H-[1,2,4]triazolo[4,3-a][1]benzazepin-5-yl}-2-hydroxy-2-methylpropanamid